FC=1C=C(C=CC1)N1N=C(C=C(C1=O)C(=O)NCC(C)(C)O)C=1C=NC(=CC1)C(F)(F)F 2-(3-Fluorophenyl)-N-(2-hydroxy-2-methylpropyl)-3-oxo-6-[6-(trifluoromethyl)pyridin-3-yl]-2,3-dihydropyridazin-4-carboxamid